4-bromo-2-fluoro-6-((4-methoxybenzyl)oxy)pyrazolo[1,5-a]pyridine-3-carbonitrile BrC=1C=2N(C=C(C1)OCC1=CC=C(C=C1)OC)N=C(C2C#N)F